N'-[(1E)-(dimethylamino)methylene(methylidene)]acethydrazide CN(C)C=C=NNC(C)=O